(5-amino-6-chloropyridin-2-yl)boronic acid NC=1C=CC(=NC1Cl)B(O)O